FC=1C=C(C=NC1)C1=NC(=C2N=CN(C2=N1)[C@H]1[C@@H]([C@@H]([C@H](O1)C(=O)NCC(F)(F)F)O)O)NCC1=NC(=CC=C1)C (2S,3S,4R,5R)-5-(2-(5-fluoropyridin-3-yl)-6-(((6-methylpyridin-2-yl)methyl)amino)-9H-purin-9-yl)-3,4-dihydroxyl-N-(2,2,2-trifluoroethyl)tetrahydrofuran-2-formamide